C(C=C)(=O)OC1(OCCC1)OCC ethoxytetrahydrofuranyl acrylate